2-Methoxy-N-((5,6,8,9-tetrahydro-[1,2,4]triazolo[4,3-d][1,4]oxazepin-3-yl)methyl)pyridin-4-amine COC1=NC=CC(=C1)NCC1=NN=C2N1CCOCC2